C(C1=CC=CC=C1)OC1C(C(OC1COCC1=CC=CC=C1)=O)(F)Cl 4-(Benzyloxy)-5-((benzyloxy)methyl)-3-chloro-3-fluorodihydrofuran-2(3H)-one